C(C=C)(=O)N1C[C@@H](N(CC1)C=1C2=C(N(C(N1)=O)C1=C(C=CC=C1S(=O)(=O)C)C(C)C)N=C(C(=C2)F)C=2C(=CC=C1C=NNC21)Cl)C 4-((S)-4-Acryloyl-2-methylpiperazin-1-yl)-7-(6-chloro-1H-indazol-7-yl)-6-fluoro-1-(2-Isopropyl-6-(methylsulfonyl)phenyl)pyrido[2,3-d]pyrimidin-2(1H)-one